Methyl-tris(3-methyl-1-butyn-3-oxy)silane C[Si](OC(C#C)(C)C)(OC(C#C)(C)C)OC(C#C)(C)C